NC1=CC(=C(OP2(=NP(=NP(=N2)(OC2=C(C=C(C=C2)N)C=C)OC2=C(C=C(C=C2)N)C=C)(OC2=C(C=C(C=C2)N)C=C)OC2=C(C=C(C=C2)N)C=C)OC2=C(C=C(C=C2)N)C=C)C=C1)C=C hexa(4-amino-2-vinylphenoxy)cyclotriphosphazene